3-(4-((4-((R)-3-(4-amino-3-(4-phenoxyphenyl)-1H-pyrazolo[3,4-d]pyrimidine-1-yl)piperidin-1-yl)-4-oxobutyl)thio)-1-oxoisoindoline-2-yl)piperidine-2,6-dione NC1=C2C(=NC=N1)N(N=C2C2=CC=C(C=C2)OC2=CC=CC=C2)[C@H]2CN(CCC2)C(CCCSC2=C1CN(C(C1=CC=C2)=O)C2C(NC(CC2)=O)=O)=O